2-ethylbutanoic acid ethyl ester C(C)OC(C(CC)CC)=O